3-((tert-Butyldiphenylsilyl)oxy)cyclobutanamine [Si](C1=CC=CC=C1)(C1=CC=CC=C1)(C(C)(C)C)OC1CC(C1)N